[N+](=O)([O-])C1=CC=C(C=C1)C(F)(F)F mononitro-benzotrifluoride